N-neopentyl-pyridineamide C(C(C)(C)C)NC(=O)C1=NC=CC=C1